BrC=1N=CSC1 4-bromo-1,3-thiazol